2-((1r,5s,6s)-3-(7,7-difluoro-2-((S)-2-methylazetidin-1-yl)-6,7-dihydro-5H-cyclopenta[d]pyrimidin-4-yl)-3-azabicyclo[3.1.0]hex-6-yl)acetic acid FC1(CCC2=C1N=C(N=C2N2C[C@@H]1C([C@@H]1C2)CC(=O)O)N2[C@H](CC2)C)F